FC=1C=C(C=CC1F)C1=CC=C(C=C1)CCCN1C(N=CC2=C1SC(=C2)C)C(F)(F)F N-(3-(3',4'-difluoro-[1,1'-biphenyl]-4-yl)propyl)-6-methyl-2-(trifluoromethyl)thieno[2,3-d]pyrimidin